C(C)(=O)C1=CC=C2C(=N1)N(C(=C2)C2=NC1=C(N2C)C=C(C(=C1)C(=O)OC)F)COCC[Si](C)(C)C methyl 2-(6-acetyl-1-((2-(trimethylsilyl)ethoxy)methyl)-1H-pyrrolo[2,3-b]pyridin-2-yl)-6-fluoro-1-methyl-1H-benzo[d]imidazole-5-carboxylate